1-{2-[7-fluoro-6-(methoxymethoxy)-2-methylindazol-5-yl]-4-methoxypyrido[2,3-d]pyrimidin-6-yl}-N,N-dimethylpiperidin-4-amine FC1=C(C(=CC2=CN(N=C12)C)C=1N=C(C2=C(N1)N=CC(=C2)N2CCC(CC2)N(C)C)OC)OCOC